C(C)(C)(C)OC(NC12CC(C1)(C2)C=2OC(=NN2)C=2C=NC=C(C2)F)=O N-[1-[5-(5-fluoro-3-pyridinyl)-1,3,4-oxadiazol-2-yl]-3-bicyclo[1.1.1]pentanyl]carbamic acid tert-butyl ester